2-(5-(2'-chloro-2-methyl-[1,1'-biphenyl]-3-yl)isoindolin-2-yl)acetic acid ClC1=C(C=CC=C1)C1=C(C(=CC=C1)C=1C=C2CN(CC2=CC1)CC(=O)O)C